palladium (II) dichloropalladium(II) Cl[Pd]Cl.[Pd+2]